1-bromo-8-chloro-3-(5-(difluoromethyl)-1,3,4-thiadiazol-2-yl)-N-(3-(difluoromethyl)oxetan-3-yl)-N-((2-(trimethylsilyl)ethoxy)methyl)imidazo[1,5-a]pyridine-6-sulfonamide BrC=1N=C(N2C1C(=CC(=C2)S(=O)(=O)N(COCC[Si](C)(C)C)C2(COC2)C(F)F)Cl)C=2SC(=NN2)C(F)F